C(C)(C)(C)OC1=CC=CC=2N(C(=NC21)C2=C(C=C(C=C2)OCCN2CCNCC2)Cl)CC2=CC(=CC=C2)Cl 4-(tert-butoxy)-2-(2-chloro-4-(2-(piperazin-1-yl)ethoxy)phenyl)-1-(3-chlorobenzyl)-1H-benzo[d]imidazole